C1(CCCCC1)NC1=CC=C(C(=O)OC)C=C1 methyl 4-(N-cyclohexylamino)benzoate